OC1=CC=C(C=C1)C(C(=O)O)CCC 4-hydroxyphenylvaleric acid